N1-(1H-pyrrolo[2,3-c]pyridin-5-yl)ethane-1,2-diamine N1C=CC=2C1=CN=C(C2)NCCN